1,2-bis(3,4-dicarboxyphenyl-carbonyl)ethane C(=O)(O)C=1C=C(C=CC1C(=O)O)C(=O)CCC(=O)C1=CC(=C(C=C1)C(=O)O)C(=O)O